CS(=O)(=O)C1=CC=C(C=N1)NCC#CC=1N(C2=CC=CC(=C2C1)NC1CCN(CC1)CCO)CC(F)(F)F 2-{4-[(2-{3-[(6-methanesulfonylpyridin-3-yl)amino]prop-1-yn-1-yl}-1-(2,2,2-trifluoroethyl)-1H-indol-4-yl)amino]piperidin-1-yl}ethan-1-ol